(Z)-N'-(3-methoxy-4-((3-(4-methoxy-3-(pentyloxy)phenyl)-2-oxotetrahydropyrimidin-1(2H)-yl)methyl)benzyl)-N,N-dimethylacetimidamide COC=1C=C(C\N=C(\C)/N(C)C)C=CC1CN1C(N(CCC1)C1=CC(=C(C=C1)OC)OCCCCC)=O